tert-butyl (S)-3-((4-(5-(trifluoromethyl)pyridin-2-yl)phthalazin-1-yl)amino)pyrrolidine-1-carboxylate FC(C=1C=CC(=NC1)C1=NN=C(C2=CC=CC=C12)N[C@@H]1CN(CC1)C(=O)OC(C)(C)C)(F)F